O=C1NC([C@H]2CC[C@@H]1N2)C(=O)OC methyl (1R,5S)-4-oxo-3,8-diazabicyclo[3.2.1]octane-2-carboxylate